CC1(C(=NC=2C=CC3=C(C12)C=CC=C3)\C=C\C3=CC=CC1=CC=CC=C31)C 1,1-Dimethyl-2-[(E)-2-(naphthalen-1-yl)ethenyl]-1H-benzo[e]indole